N-(4-((3,3-difluoropyrrolidin-1-yl)methyl)phenyl)-4-(1H-imidazol-1-yl)thiazole-2-carboxamide FC1(CN(CC1)CC1=CC=C(C=C1)NC(=O)C=1SC=C(N1)N1C=NC=C1)F